C1(CC1)C(CNC1=NN2C(C=N1)=C(C=C2)C=2C=NC=1N(C2)C(=CN1)CC)(F)F N-(2-cyclopropyl-2,2-difluoroethyl)-5-(3-ethylimidazo[1,2-a]pyrimidin-6-yl)pyrrolo[2,1-f][1,2,4]triazin-2-amine